BrC1=C(C(=O)N(C(OC(C)(C)C)=O)CC(=C)C)C(=CC=C1)OC tert-butyl N-(2-bromo-6-methoxybenzoyl)-N-(2-methyl-2-propenyl)carbamate